C1(=CC=CC=C1)CS(=O)(=O)OC1=C(OC(C1=O)C1=CC(=CC=C1)C#N)N 2-amino-5-(3-cyanophenyl)-4-oxo-4,5-dihydrofuran-3-yl phenylmethanesulfonate